R-CARBAMATE C(N)([O-])=O